6-(2-hydroxy-2-methylpropoxy)pyrazolo[1,5-a]Pyridine-3-carbonitrile dihydrochloride Cl.Cl.OC(COC=1C=CC=2N(C1)N=CC2C#N)(C)C